N-(3-chlorobenzyl)-carbazole ClC=1C=C(CN2C3=CC=CC=C3C=3C=CC=CC23)C=CC1